4-methoxycarbonyl-1,7-octadiene COC(=O)C(CC=C)CCC=C